C(C1=CC=CC=C1)C(C(=O)O)(C(=O)O)OC[C@H]1O[C@H]([C@@H]([C@@]1(O)C#C)O)N1C2=NC(=NC(=C2N=C1)N1C[C@H](CC1)O)Cl 2-benzyl-2-(((2R,3S,4R,5R)-5-(2-chloro-6-((S)-3-hydroxypyrrolidin-1-yl)-9H-purin-9-yl)-3-ethynyl-3,4-dihydroxytetrahydrofuran-2-yl)methoxy)malonic acid